OC1=C(C=O)C=C(C=C1C)OC 2-HYDROXY-5-METHOXY-3-METHYL-BENZALDEHYDE